FC1=CC=C(C=C1)N1C(C(=CC=C1COC)C(=O)O)=O 1-(4-fluorophenyl)-6-(methoxymethyl)-2-oxo-1,2-dihydropyridine-3-carboxylic acid